NCC(CC1C(N(C(C1)(C)C)CC1=CC=C(C=C1)OC)=O)C1=CC=CC=C1 (3-amino-2-phenyl-propyl)-1-[(4-methoxyphenyl)methyl]-5,5-dimethyl-pyrrolidin-2-one